1-(2-aminoethyl)-cyclohexane-1-ol hydrochloride Cl.NCCC1(CCCCC1)O